1,3,5-tris(4-t-butyl-3-hydroxy-2,6-dimethyl-benzyl)-1,3,5-triazine-2,4,6(1H,3H,5H)-trione C(C)(C)(C)C1=C(C(=C(CN2C(N(C(N(C2=O)CC2=C(C(=C(C=C2C)C(C)(C)C)O)C)=O)CC2=C(C(=C(C=C2C)C(C)(C)C)O)C)=O)C(=C1)C)C)O